CC1([C@H]2CN([C@@H]([C@@H]12)C(=O)N[C@H](C(=O)OC)C[C@H]1C(NCC1)=O)C(CC1=CC=CC=C1)=O)C (S)-methyl 2-((1R,2S,5S)-6,6-dimethyl-3-(2-phenylacetyl)-3-azabicyclo[3.1.0]hexane-2-carboxamido)-3-((S)-2-oxopyrrolidin-3-yl)propanoate